COC=1C=C2C(=NC(=NC2=CC1C#CCCN1CCCC1)N(C)C)NC1CCN(CC1)CCC 6-methoxy-N2,N2-dimethyl-N4-(1-propylpiperidine-4-yl)-7-(4-(pyrrolidine-1-yl)but-1-yn-1-yl)quinazoline-2,4-diamine